FC1(CCC(CC1)C(=O)N1CCC2=CC(=CC=C12)[C@@H](C)NC(C1=CC=C(C=C1)F)=O)F (R)-N-(1-(1-(4,4-difluorocyclohexane-1-carbonyl)-2,3-dihydro-1H-indol-5-yl)ethyl)-4-fluorobenzamide